4,5,6-triaminopyrimidine NC1=NC=NC(=C1N)N